3-(5-(4-(((R)-3-methylpiperidin-1-yl)methyl)pyridin-2-yl)-1-oxoisoindolin-2-yl)piperidine-2,6-dione C[C@H]1CN(CCC1)CC1=CC(=NC=C1)C=1C=C2CN(C(C2=CC1)=O)C1C(NC(CC1)=O)=O